(1R)-6-chloro-5-fluoro-isochroman-1-yltetrahydrofuran-3,4-diol ClC=1C(=C2CCO[C@H](C2=CC1)C1OCC(C1O)O)F